C(C1=CC=CC=C1)OC1CC(C1)C1=NC(C2=C(N1)N(N=C2)C(C)C)=O 6-(3-(benzyloxy)cyclobutyl)-1-isopropyl-1H-pyrazolo[3,4-d]pyrimidin-4(7H)-one